COC(=O)C=CC=1C(NC(NC1)=O)=O 5-(2-methoxycarbonylvinyl)-uracil